C1=CSC=2C(OC=3CCCC(C3C21)=O)=O 7,8-dihydro-4H-thieno[2,3-c]Chromene-4,9(6H)-dione